ClC1=CC=C(C=C1)SC(=S)N1CCOCC1.C(#N)CCN1CC1 N-(2-cyanoethyl)aziridine 4-chlorophenyl-morpholine-4-carbodithioate